C(C)(C)(C)C1=CC(=NC=C1)N1C2=CC=CC=C2C=2C=C(C=CC12)Cl 9-(4-(tert-butyl)pyridin-2-yl)-3-chloro-9H-carbazole